dibutyl-1,4-naphthalenedicarboxylic acid C(CCC)C=1C(=C(C2=CC=CC=C2C1C(=O)O)C(=O)O)CCCC